NC1=C(C(=NN1C(C)C)C1=NC=C(C=N1)Br)C#N 5-Amino-3-(5-bromopyrimidin-2-yl)-1-isopropyl-pyrazole-4-carbonitrile